2-bromo-1-(2-methylphenoxy)-4-(trifluoromethylsulfonyl)benzene BrC1=C(C=CC(=C1)S(=O)(=O)C(F)(F)F)OC1=C(C=CC=C1)C